FC(C(=O)[O-])(F)F.C(C)(C)(C)OC(=O)NS(=O)(=O)N(C=1C=NN(C1)C)C[C@H]1[NH+](CCC1)C (2S)-2-{[({[(Tert-butoxy)carbonyl]amino}sulfonyl)(1-methyl-1H-pyrazol-4-yl)amino]methyl}-1-methylpyrrolidin-1-ium trifluoroacetate